((2S,3S)-3-(2,6-dichlorophenyl)-1,4-dioxaspiro[4.5]decan-2-yl)methyl sulfamate S(N)(OC[C@@H]1OC2(O[C@H]1C1=C(C=CC=C1Cl)Cl)CCCCC2)(=O)=O